FC1=CC=C(C=N1)OB(O)O (6-fluoropyridin-3-yl)boric acid